COC(CC(C(=O)O)=C)C 2-methoxypropylacrylic acid